3-(4-((4-carbamimidoyl-2,6-dimethylbenzyl)amino)-6-((6-cyclopropylimidazo[1,2-a]pyridin-2-yl)methoxy)pyrimidin-2-yl)propanoic acid C(N)(=N)C1=CC(=C(CNC2=NC(=NC(=C2)OCC=2N=C3N(C=C(C=C3)C3CC3)C2)CCC(=O)O)C(=C1)C)C